ClC1=C(C=CC=C1)C1=NC=2N(C(N(C(C2N1C1=CC=C(C=C1)Cl)=O)C)=O)CC1=CC=C(C(=O)OC)C=C1 methyl 4-[[8-(2-chlorophenyl)-7-(4-chlorophenyl)-1-methyl-2,6-dioxo-2,3,6,7-tetrahydro-1H-purin-3-yl]methyl]benzoate